C(C)(C)C1C(N(CCCC1)C(C)C)(C(C)C)C(C)C tetraisopropylazepane